ClC=1C=C(N(CC2=CC=C(C=C2)OC)CC2=CC=C(C=C2)OC)C=C(C1C(F)(F)F)B1OC(C(O1)(C)C)(C)C 3-chloro-N,N-bis(4-methoxybenzyl)-5-(4,4,5,5-tetramethyl-1,3,2-dioxaborolan-2-yl)-4-(trifluoromethyl)aniline